(S)-N-(7-isopentyl-5-methyl-4-oxo-2,3,4,5-tetrahydrobenzo[b][1,4]oxazepin-3-yl)-4-phenoxypicolinamide C(CC(C)C)C1=CC2=C(OC[C@@H](C(N2C)=O)NC(C2=NC=CC(=C2)OC2=CC=CC=C2)=O)C=C1